RHENIUM METHOXY-ISOBUTYLISONITRILE COC(C(C)C)[N+]#[C-].[Re]